BrC=1C=C2C(=NC(=NC2=C2C1OCCN2)C)N[C@H](C)C=2C(=C(C=CC2)C(CO)(F)F)F (R)-2-(3-(1-((6-bromo-2-methyl-9,10-dihydro-8H-[1,4]oxazino[2,3-H]quinazolin-4-yl)amino)ethyl)-2-fluorophenyl)-2,2-difluoroethan-1-ol